FC1=C(C=CC(=C1)F)C([C@@H](C)O)=O (R)-1-(2,4-difluorophenyl)-2-hydroxy-1-propanone